N1(CCCC=C1C(=O)OC)C(=O)OC(C)(C)C O1-tert-butyl O6-methyl 3,4-dihydro-2H-pyridine-1,6-dicarboxylate